4-bromo-2-chloro-5-methoxyphenol BrC1=CC(=C(C=C1OC)O)Cl